C1(=CC(=CC=C1)CCCC1C(C1)C(=O)O)C 2-(3-m-tolylpropyl)cyclopropanecarboxylic acid